2-(3-chlorophenyl)-1-(3-(5-(trifluoromethyl)-1,2,4-oxadiazol-3-yl)-6,7-dihydrothieno[3,2-c]pyridin-5(4H)-yl)propan-1-one ClC=1C=C(C=CC1)C(C(=O)N1CC2=C(CC1)SC=C2C2=NOC(=N2)C(F)(F)F)C